(2R)-2-bromo-3-methylbutyric acid Br[C@@H](C(=O)O)C(C)C